C1(=CC=CC2=CC=CC=C12)CC1N2CCN(C1)CC2 1-naphthylmethyl-4-aza-1-azabicyclo[2.2.2]Octane